C(C)(C)(C)OC(=O)N1C[C@@H](N(CC1)C(C1=CC=C(C=C1)F)C1=CC=C(C=C1)F)C.OC1CC(NC1)C(=O)N[C@H](C)C1=CC=C(C=C1)C1=C(N=CS1)C 4-hydroxy-N-((R)-1-(4-(4-methylthiazol-5-yl)phenyl)ethyl)pyrrolidine-2-carboxamide tert-butyl-(S)-4-(bis(4-fluorophenyl)methyl)-3-methylpiperazine-1-carboxylate